6-(2-{5-[(3R,5R)-3-amino-5-fluoropiperidine-1-carbonyl]-7-methoxy-1-methyl-1H-1,3-benzodiazol-2-yl}-1-(cyclopropylmethyl)-1H-pyrrolo[2,3-b]pyridin-6-yl)-1,2-dihydroisoquinolin-1-one N[C@H]1CN(C[C@@H](C1)F)C(=O)C1=CC2=C(N(C(=N2)C2=CC=3C(=NC(=CC3)C=3C=C4C=CNC(C4=CC3)=O)N2CC2CC2)C)C(=C1)OC